dimethyl propanedioate C(CC(=O)OC)(=O)OC